(4-(4-(benzo[d]oxazol-2-yl)phenyl)naphthalen-1-yl)boronic acid O1C(=NC2=C1C=CC=C2)C2=CC=C(C=C2)C2=CC=C(C1=CC=CC=C21)B(O)O